N-(3-Fluoro-7-(hydroxymethyl)-4,7-dimethyl-8-oxo-5,6,7,8-tetrahydronaphthalen-1-yl)acetamide FC=1C=C(C=2C(C(CCC2C1C)(C)CO)=O)NC(C)=O